6-chloro-7-tert-butyl-8-butyl-2-trifluoromethyl-2H-benzopyran-3-carboxylic acid ethyl ester C(C)OC(=O)C=1C(OC2=C(C1)C=C(C(=C2CCCC)C(C)(C)C)Cl)C(F)(F)F